FC=1C=C(C=CC2=NC3=C(C(=CC=C3C=C2)C(=O)O)O)C=CC1F 2-(3,4-difluorostyryl)-8-hydroxyquinoline-7-carboxylic acid